[4-[2-(3-amino-1-bicyclo[1.1.1]pentanyl)-3H-imidazo[4,5-b]pyridin-7-yl]-1-piperidyl]-[4-(trifluoromethoxy)phenyl]methanone NC12CC(C1)(C2)C2=NC=1C(=NC=CC1C1CCN(CC1)C(=O)C1=CC=C(C=C1)OC(F)(F)F)N2